ClC1=CC=C(C=N1)S(=O)(=O)NC=1C=CC=C2C=NN(C12)C 6-chloro-N-(1-methylindazol-7-yl)pyridine-3-sulfonamide